3-Bromo-7-hydroxy-2-oxo-4-propyl-2H-chromene-8-carboxylic acid BrC=1C(OC2=C(C(=CC=C2C1CCC)O)C(=O)O)=O